[Si](C1=CC=CC=C1)(C1=CC=CC=C1)(C(C)(C)C)OC1CC(N(C1)C(=O)[O-])C=O 4-((tert-butyldiphenylsilyl)oxy)-2-formylpyrrolidine-1-carboxylate